O1C(C(CC2=CC=CC=C12)O)C1=CC=CC=C1 Flavan-3-Ol